O1C(COC2=C1C=CC=C2)COC=2C=C1CCN3C(C1=CC2)=CC(=NC3=O)OCC3OCCC3 9-(2,3-Dihydro-benzo[1,4]dioxin-2-ylmethoxy)-2-(tetrahydro-furan-2-ylmethoxy)-6,7-dihydro-pyrimido[6,1-a]isoquinolin-4-one